p-dimethylaminoethylstyrene CN(C)CCC1=CC=C(C=C)C=C1